Cl.O=C1NC(CC[C@@H]1NC1=CC(=C(C=C1)C1CCN(CC1)CC(=O)O)F)=O 2-[4-[4-[[(3S)-2,6-dioxo-3-piperidyl]amino]-2-fluoro-phenyl]-1-piperidyl]acetic acid hydrochloride